[Ca+2].C1(=CC=CC=C1)S(=O)(=O)[O-].C1(=CC=CC=C1)S(=O)(=O)[O-] benzenesulfonic acid calcium salt